C(CCCC)C(CCCOC(CCCCCCCN(CCNC(\C=C\C(NCCN(CCCCCCCC(=O)OCCCC(CCCCC)CCCCC)CCCCCC(=O)OCCCCCCCCCCC)=O)=O)CCCCCC(OCCCCCCCCCCC)=O)=O)CCCCC bis(4-pentyl-nonyl)(E)-13,16-dioxo-9,20-bis(6-oxo-6-(undec-yloxy)hexyl)-9,12,17,20-tetraazaoctacos-14-ene-dioate